1,3-bis-(4-hydroxybutyl)-1,1,3,3-tetramethyldisiloxane OCCCC[Si](O[Si](C)(C)CCCCO)(C)C